O=C1NC(CCC1N1C(C2=C3C(C=CC=C13)=CC(=C2)CNC(OC(C)(C)C)=O)=O)=O tert-butyl N-[[1-(2,6-dioxo-3-piperidyl)-2-oxo-benzo[cd]indol-4-yl]methyl]carbamate